tert-butyl 4-(azetidin-3-yl)piperidin-1-carboxylate N1CC(C1)C1CCN(CC1)C(=O)OC(C)(C)C